C1(C(C1C(C#N)C1=C(C(=C(C#N)C(=C1F)F)F)F)C(C#N)C1=C(C(=C(C#N)C(=C1F)F)F)F)C(C#N)C1=C(C(=C(C#N)C(=C1F)F)F)F 4,4',4''-((1E,1'E,1''E)-cyclopropane-1,2,3-triyl-tris(cyanomethylene))tris(2,3,5,6-tetrafluorobenzonitrile)